C1(=CC=CC=C1)C=1N=C(OC1C1=CC=CC=C1)CCC(=O)NC 3-(4,5-diphenyloxazol-2-yl)-N-methyl-propanamide